C(C=C)(=O)N1C[C@H](CCC1)C1=NC(=NO1)C=1C=C(C(=NC1)NC(C1=NC(=CC=C1)C1=CC=NN1)=O)C(F)(F)F (S)-N-(5-(5-(1-acryloylpiperidin-3-yl)-1,2,4-oxadiazol-3-yl)-3-(trifluoromethyl)pyridin-2-yl)-6-(1H-pyrazol-5-yl)picolinamide